C(CCCCC(C)C)[AlH]CCCCCC(C)C Diisooctylaluminium hydrid